(E)-1-(2-fluorophenyl)ethan-1-one FC1=C(C=CC=C1)C(C)=O